6-((1s,2s)-2-aminocyclohexyl)-N-benzyl-2,7-dichloro-5-(difluoromethyl)-5H-pyrrolo[3,2-d]pyrimidin-4-amine N[C@@H]1[C@H](CCCC1)C1=C(C=2N=C(N=C(C2N1C(F)F)NCC1=CC=CC=C1)Cl)Cl